6-[1-(4-amino-4-methyl-cyclohexyl)-5-methyl-pyrazol-4-yl]-4-(2-cyanophenyl)sulfanylpyrazolo[1,5-a]pyridine-3-carbonitrile NC1(CCC(CC1)N1N=CC(=C1C)C=1C=C(C=2N(C1)N=CC2C#N)SC2=C(C=CC=C2)C#N)C